(S)-N-((3-(4-(4-(1,1-dioxidothietan-3-yl)piperidin-1-yl)-3,5-difluorophenyl)-2-oxooxazolidin-5-yl)methyl)cyclopropanecarboxamide O=S1(CC(C1)C1CCN(CC1)C1=C(C=C(C=C1F)N1C(O[C@H](C1)CNC(=O)C1CC1)=O)F)=O